9-((4-methylbenzylidene)amino)-2-morpholino-N-(pyridin-4-yl)-9H-purin-6-amine CC1=CC=C(C=NN2C3=NC(=NC(=C3N=C2)NC2=CC=NC=C2)N2CCOCC2)C=C1